2-[[3-(1,3-dioxo-1H-benz[de]isoquinolin-2(3H)-yl)propyl]thio]benzoic acid O=C1N(C(C2=C3C(C=CC=C13)=CC=C2)=O)CCCSC2=C(C(=O)O)C=CC=C2